6-(4-((4-(1H-pyrazol-4-yl)phenyl)amino)pyrimidin-2-yl)-N-(tetrahydro-2H-pyran-4-yl)-1H-indole-2-carboxamide N1N=CC(=C1)C1=CC=C(C=C1)NC1=NC(=NC=C1)C1=CC=C2C=C(NC2=C1)C(=O)NC1CCOCC1